NC1=C2C(=NC=N1)N(N=C2C2=CC=C(C=C2)OC2=CC=CC=C2)C2CN(CCC2)C(C=CC2=CC(=C(C=C2)OC)OC)=O 1-(3-(4-amino-3-(4-phenoxyphenyl)-1H-pyrazolo[3,4-d]pyrimidin-1-yl)piperidin-1-yl)-3-(3,4-dimethoxyphenyl)prop-2-en-1-one